3-(hexafluoroisopropoxy)-7-chloro-2-hydroxyquinoxaline FC(C(C(F)(F)F)OC=1C(=NC2=CC(=CC=C2N1)Cl)O)(F)F